FC1=C(C=C(C=C1)C1=C(N=C(C2=CC(=CC=C12)O)CCC(=O)O)C(C)C)C 3-[4-(4-fluoro-3-methyl-phenyl)-7-hydroxy-3-isopropyl-1-isoquinolyl]propanoic acid